C(C)OC(CCCCCCC(CC)OC(C)=O)OCC 10,10-diethoxy-3-acetyloxydecane